OC1=C(C=CC=C1)C=1OC[C@H](N1)[C@@H]1CC[C@@H](N1C)C(=O)OC(C)(C)C (2R,5S)-tert-butyl 5-((R)-2-(2-hydroxyphenyl)-4,5-dihydrooxazol-4-yl)-1-methylpyrrolidine-2-carboxylate